tert-butyl (2R,4R)-4-hydroxy-2-(4-(methoxycarbonyl)-7-(pent-4-en-1-yloxy)naphthalen-1-yl)piperidine-1-carboxylate O[C@H]1C[C@@H](N(CC1)C(=O)OC(C)(C)C)C1=CC=C(C2=CC=C(C=C12)OCCCC=C)C(=O)OC